CC1=C(C(=CC(=C1C=1C=NC=CC1)C)C)B(C1=C(C(=C(C=C1C)C)C=1C=NC=CC1)C)C1=C(C(=C(C=C1C)C)C=1C=NC=CC1)C tri[2,4,6-trimethyl-3-(3-pyridyl)phenyl]borane